FC(C(C(C(C(F)(F)OC(C=C)=O)(F)F)(F)F)(F)F)CC(F)(F)F.FC(C(C(F)(F)OC(C=C)=O)(F)F)CC(F)(F)F.C(C=C)(=O)OC(C(C(C(C(CC(F)(F)F)F)(F)F)(F)F)(F)F)(F)F dodecafluoroheptyl acrylate octafluoropentyl-acrylate dodecafluoroheptyl-acrylate